C(C)(C)(C)OC(=O)N1CCC(CC1)C1=CC=C(C=C1)OC(C)C 4-{4-[(Prop-2-yl)oxy]phenyl}piperidine-1-carboxylic acid tert-butyl ester